O1C(OCC1)C1=C(C=C(C=C1)C1(CCN(CC1)C(=O)OC(C)(C)C)O)OC tert-Butyl 4-[4-(1,3-dioxolan-2-yl)-3-methoxy-phenyl]-4-hydroxy-piperidine-1-carboxylate